ClC1=C(OC2=C1C=C(C=C2C(=O)OC2CC(C2)(F)F)F)CNC(=O)C=2C=NN1C2N=CC=C1 3,3-Difluorocyclobutyl 3-chloro-5-fluoro-2-((pyrazolo[1,5-a]pyrimidine-3-carboxamido)methyl)benzofuran-7-carboxylate